3-(5-(6-Amino-4,5-dimethylpyridin-2-yl)-3-methyl-1-oxoisoindolin-2-yl)piperidine-2,6-dione NC1=C(C(=CC(=N1)C=1C=C2C(N(C(C2=CC1)=O)C1C(NC(CC1)=O)=O)C)C)C